tert-butyl N-[2-({4-[(2-{[(tert-butoxy) carbonyl] amino} pyridin-4-yl) amino]-6-(5-chloro-2-fluorophenyl) pyridazin-3-yl} oxy) ethyl]-N-methanesulfonylcarbamate C(C)(C)(C)OC(=O)NC1=NC=CC(=C1)NC1=C(N=NC(=C1)C1=C(C=CC(=C1)Cl)F)OCCN(C(OC(C)(C)C)=O)S(=O)(=O)C